(+-)-carnitine C[N+](C)(C)CC(CC(=O)[O-])O